C(C)C1=CC=C(C=N1)OC1=C(C=C(C=C1)NC1=NC=NC2=CC=3OC[C@H]4N(CCN(C3N=C21)C4)C(=O)OC(C)(C)C)C tert-butyl (10S)-4-((4-((6-ethylpyridin-3-yl) oxy)-3-methylphenyl) amino)-7,8,10,11-tetrahydro-9H-6,10-methanopyrimido[4',5':5,6]pyrido[3,2-b][1,4,7]oxadiazonine-9-carboxylate